C(C)(C)C1=CC=C(C=C1)C1=CC(=C(C=2CCOC21)S(=O)(=O)C)N 7-(4-Isopropylphenyl)-4-(methylsulfonyl)-2,3-dihydrobenzofuran-5-amine